CC(=CCN(C(CN1CCN(CC1)C(C1=CC=C(C=C1)F)=O)=O)C=1C(N(C(N(C1)C)=O)C)=O)C N-(3-methylbut-2-en-1-yl)-N-(1,3-dimethyl-2,4-dioxo-1,2,3,4-tetrahydropyrimidin-5-yl)-2-(4-(4-fluorobenzoyl)piperazin-1-yl)acetamide